C(C)(C)(C)C1=CC2=C(N=C(S2)CC#N)C=C1 2-(6-tert-butylbenzothiazole-2-yl)acetonitrile